ClC1=C(C=C(C=C1)C1=CN(C(C=C1)=O)C(C)C)CC(C(=O)NC1=CC=C(C=C1)C=1N(N=NC1)C)NC(=O)C=1N(N=CC1)C N-[1-[[2-chloro-5-(1-isopropyl-6-oxo-3-pyridyl)phenyl]methyl]-2-[4-(3-methyltriazol-4-yl)anilino]-2-oxo-ethyl]-2-methyl-pyrazole-3-carboxamide